4-((2S,5R)-4-((S)-1-(3-Fluorophenyl)-2-methylpropyl)-2,5-dimethylpiperazin-1-yl)-2-methyl-1-(((S)-tetrahydrofuran-2-yl)methyl)-1H-[1,2,4]triazolo[3,4-b]purine FC=1C=C(C=CC1)[C@H](C(C)C)N1C[C@@H](N(C[C@H]1C)C=1C=2N=C(N(C2N2C(N1)=NN=C2)C[C@H]2OCCC2)C)C